quinolinimine N1C(C=CC2=CC=CC=C12)=N